[4-(1H-INDAZOL-1-YLMETHYL)PHENYL]BORANEDIOL N1(N=CC2=CC=CC=C12)CC1=CC=C(C=C1)B(O)O